(3R,4S)-5-methyl-p-menthane-3,9-diol CC1[C@H]([C@@H](CC(C1)C)O)C(CO)C